FC=1C=C2C(=NN(C2=CC1I)C)N1C(NC(CC1)=O)=O 1-(5-fluoro-6-iodo-1-methyl-1H-indazol-3-yl)dihydropyrimidine-2,4(1H,3H)-dione